phenyl-3-methyl-4-phenylbutyric acid C1(=CC=CC=C1)C(C(=O)O)C(CC1=CC=CC=C1)C